C(C)(=O)NC(C(=O)O)C1(CCN(CC1)C(=O)N1CCC(CC1)CC1=NC=2NCCCC2C=C1)O 2-acetamido-2-(4-hydroxy-1-(4-((5,6,7,8-tetrahydro-1,8-naphthyridin-2-yl)methyl)piperidine-1-carbonyl)piperidin-4-yl)acetic acid